ClC1=CC(=C(C=C1)C=1C=C(C=2C(=NC(=C(N2)C)C)N1)N1C[C@@H](O[C@@H](C1)C)C=1C=NN(C1)C1CC1)F (2S,6R)-4-[6-(4-chloro-2-fluoro-phenyl)-2,3-dimethyl-pyrido[2,3-b]pyrazin-8-yl]-2-(1-cyclopropylpyrazol-4-yl)-6-methyl-morpholine